(S)-5-((1-Benzylpyrrolidin-3-yl)amino)-N-(isothiazol-3-yl)-N-(4-methoxybenzyl)-4-methylpyridine-2-sulfonamide C(C1=CC=CC=C1)N1C[C@H](CC1)NC=1C(=CC(=NC1)S(=O)(=O)N(CC1=CC=C(C=C1)OC)C1=NSC=C1)C